CN(C(C(C#N)=[N+]=[N-])=O)C1=CC=C(C=C1)C N-methyl-N-(4-tolyl)-α-diazo-2-cyanoacetamide